C1(CC2C(CC1)O2)CCC[Si](OCC)(OCC)OCC gamma-(3,4-epoxycyclohexyl)-propyltriethoxysilane